C[Si](C(C(=O)OCCCCCC)C)(OCC)OCC hexyl α-methyldiethoxysilylpropionate